BrC=1C2=CN(N=C2C(=C(C1)OC)C(=O)OC)C methyl 4-bromo-6-methoxy-2-methyl-indazole-7-carboxylate